FC(C1=NC=CC=C1C=1N=CNC1)(F)F 4-(2-(trifluoromethyl)pyridin-3-yl)-1H-imidazole